C[Si](OB(O[Si](C)(C)C)O[Si](C)(C)C)(C)C tris(trimethylsilyloxy)boron